CC=1C=C(C(N(C1)CC#N)=O)C(C[N+](=O)[O-])CO[C@@H]1CC[C@@H](CC1)C1=CC(=CC=C1)F 2-[5-methyl-3-(1-nitro-3-{[(cis)-4-(3-fluorophenyl)cyclohexyl]oxy}propan-2-yl)-2-oxo-1,2-dihydropyridin-1-yl]acetonitrile